ClC1=CC2=C(C(OC(N2C)=O)=O)C=C1 7-chloro-1-methyl-2H-3,1-benzoxazine-2,4(1H)-dione